(2S)-2-[[6-amino-9-benzyl-8-oxo-2-(propylsulfonylimino)purine-7-carbonyl]-methyl-amino]-4-methyl-pentanoic acid tert-butyl ester C(C)(C)(C)OC([C@H](CC(C)C)N(C)C(=O)N1C(N(C2=NC(NC(=C12)N)=NS(=O)(=O)CCC)CC1=CC=CC=C1)=O)=O